FC=1C=C(C=C(C1)F)C(C)(C1=CC=C(C(=O)O)C=C1)C1=CC=C(C(=O)O)C=C1 4,4'-(1-(3,5-difluorophenyl)ethane-1,1-diyl)dibenzoic acid